C1(CC1)CN1N=CC2=C(C=CC=C12)[N+](=O)[O-] 1-(cyclopropylmethyl)-4-nitro-1H-indazole